1-(6-(4-methylphenethoxy)benzo[d]isoxazol-3-yl)dihydropyrimidine-2,4(1H,3H)-dione CC1=CC=C(CCOC2=CC3=C(C(=NO3)N3C(NC(CC3)=O)=O)C=C2)C=C1